1-(4-(2-hydrazino-9-methyl-8-(pyridin-4-yl)-9H-purin-6-yl)piperazin-1-yl)ethanone nitrogen [N].N(N)C1=NC(=C2N=C(N(C2=N1)C)C1=CC=NC=C1)N1CCN(CC1)C(C)=O